Cl.N1(CCC2=CC=CC=C12)C=1C=C2CCC=C(C2=CC1)CN [6-(2,3-dihydro-1H-indol-1-yl)-3,4-dihydronaphthalen-1-yl]methylamine, hydrochloride